ClC1=C(C=C(C=C1)Cl)N 1,4-dichloro-2-aminobenzene